2-((5-(4-(tert-butyl)phenyl)-1-ethyl-1H-1,2,4-triazol-3-yl)methyl)octahydrocyclopenta[c]pyrrole C(C)(C)(C)C1=CC=C(C=C1)C1=NC(=NN1CC)CN1CC2C(C1)CCC2